(3S)-1-[(2S)-3-(4-bromothiazol-2-yl)-2-(tert-butoxycarbonylamino)propionyl]hexahydropyridazine-3-carboxylic acid methyl ester COC(=O)[C@H]1NN(CCC1)C([C@H](CC=1SC=C(N1)Br)NC(=O)OC(C)(C)C)=O